C(C)OC(=O)C=1C(=NNC1)C(F)F 3-(difluoromethyl)-1H-pyrazole-4-carboxylic acid ethyl ester